(R)-4-(4-(4-cyclopropylpiperazin-1-yl)piperidin-1-yl)-N1-(6-(3-(3,5-difluorophenyl)isoxazolidin-2-yl)pyrimidin-4-yl)-6-methoxybenzene-1,3-diamine C1(CC1)N1CCN(CC1)C1CCN(CC1)C1=C(C=C(C(=C1)OC)NC1=NC=NC(=C1)N1OCC[C@@H]1C1=CC(=CC(=C1)F)F)N